C12=CC=C(N1)C=C1C=CC(=N1)C=C1C=CC(N1)=CC=1C=CC(N1)=C2.[Fe+3] iron (III) porphyrin